4-[4-[[3-[4-(difluoromethoxy)phenyl]imidazo[1,2-a]pyrazin-8-yl]amino]-2-methylbenzoyl]-N-[2-(methylamino)eth-yl]piperazine-1-carboxamide FC(OC1=CC=C(C=C1)C1=CN=C2N1C=CN=C2NC2=CC(=C(C(=O)N1CCN(CC1)C(=O)NCCNC)C=C2)C)F